ClC=1C=C(N)C=CC1OCC1CC1 3-chloro-4-(cyclopropylmethoxy)aniline